FC(OC1=CC=C(C=C1)C(C)N1N=CC2=C(C=CC(=C12)C(=O)NC1CC2(CC(C2)C(=O)O)C1)C#CC)F (Sa)-6-(1-(1-(4-(difluoromethoxy)phenyl)ethyl)-4-(propan-1-yn-1-yl)-1H-indazole-7-carboxamido)spiro[3.3]heptane-2-carboxylic acid